(S)-2-ethyl-6-(5-methoxy-6-(2-methoxyethoxy)-1H-benzo[d]imidazol-2-yl)-7-((1-(pyrimidin-2-yl)ethyl)amino)-2H-pyrazolo[4,3-b]pyridin-5(4H)-one C(C)N1N=C2C(NC(C(=C2N[C@@H](C)C2=NC=CC=N2)C2=NC3=C(N2)C=C(C(=C3)OC)OCCOC)=O)=C1